C(C)(=O)N[C@@H]1CN(CC[C@H]1C1=C(OC2=CC=C(C(=O)O)C=C2)C=CC=C1)C1(C(NC2=C(C=C(C=C12)F)NCC)=O)C 4-[2-[(3s,4s)-3-acetamido-1-[7-(ethylamino)-5-fluoro-3-methyl-2-oxo-indolin-3-yl]-4-piperidyl]phenoxy]benzoic acid